CN(C(OC1=C2C(=CNC2=CC=C1)C[C@@H]1N(CCC1)C([2H])([2H])[2H])=O)C (R)-3-((1-(methyl-d3) pyrrolidin-2-yl) methyl)-1H-indol-4-yl dimethylcarbamate